N1,N9-bis(2-aminoethyl)-2,8-dibromo-nonanediamide NCCNC(C(CCCCCC(C(=O)NCCN)Br)Br)=O